(Z,2E)-5-[1-(4-chlorophenyl)pyrazol-3-yl]oxy-2-methoxyimino-N,3-dimethyl-pent-3-en-amide ClC1=CC=C(C=C1)N1N=C(C=C1)OC\C=C(/C(/C(=O)NC)=N\OC)\C